ClC=1C(=NC=CC1)N1N=C(C=C1C(=O)N)CN1N=NN=C1C(F)(F)F 1-(3-Chloropyridin-2-yl)-3-{[5-(trifluoromethyl)-1H-tetrazol-1-yl]Methyl}-1H-pyrazole-5-carboxamide